6-chloro-7-methoxy-cinnolin-4-ol hydrochloride Cl.ClC=1C=C2C(=CN=NC2=CC1OC)O